N1=CNC2=NC=C(C=C21)C(=O)N 3H-imidazo[4,5-b]Pyridine-6-carboxamide